(S)-N-(2-(dimethylamino)-3-phenylpropyl)-3,3,5-trimethyl-2,3-dihydro-1H-pyrrolo[3,2-b]pyridine-1-carboxamide CN([C@H](CNC(=O)N1CC(C2=NC(=CC=C21)C)(C)C)CC2=CC=CC=C2)C